FC(C(C(C(C(C(C(C(C(C(F)(F)F)(F)F)(F)F)(F)F)(F)F)(F)F)(F)F)(F)F)(F)F)(S(=O)(=O)N)F perfluorodecyl-sulfonamide